((S)-2-(4-fluoro-2-methylphenyl)pyrrolidin-1-yl)-N-((R,E)-4-(methylsulfonyl)but-3-en-2-yl)benzamide FC1=CC(=C(C=C1)[C@H]1N(CCC1)C1=C(C(=O)N[C@H](C)\C=C\S(=O)(=O)C)C=CC=C1)C